6,8-Dichloro-4-(neopentylamino)-1,7-naphthyridine-3-carboxylic acid ethyl ester C(C)OC(=O)C=1C=NC2=C(N=C(C=C2C1NCC(C)(C)C)Cl)Cl